COC(C(C(=O)OC)CC1=CC2=CC=C(C=C2C=C1)C1=NC(=CC=C1)OC1=CC=CC=C1)=O 2-[6-(6-phenoxy-pyridin-2-yl)-naphthalen-2-ylmethyl]-malonic acid dimethyl ester